BrC1=CC(=C2C=CC3=C(C=C(C4=CC=C1C2=C34)Br)Br)Br 1,3,6,8-tetrabromo-pyrene